FC1=CC=C(C=C1)CCCN(C=1C=CC(=C(C(=O)O)C1)N(C(C(C1=CC=CC=C1)C1=CC=CC=C1)=O)C)C 5-((3-(4-fluorophenyl)propyl)(methyl)amino)-2-(N-methyl-2,2-diphenylacetamido)benzoic acid